The molecule is an acetate ester that is octyl acetate substituted by a chloro group at position 5. It has a role as a metabolite. It is an acetate ester and an organochlorine compound. CCCC(CCCCOC(=O)C)Cl